[6-[2-(2-Aminoethylamino)pyrimidin-5-yl]-2-methoxy-3-pyridinyl]-5-methyl-3-phenyl-isoxazole-4-carboxamide hydrochloride Cl.NCCNC1=NC=C(C=N1)C1=CC=C(C(=N1)OC)NC(=O)C=1C(=NOC1C)C1=CC=CC=C1